C(C)OC[C@@]1(CN(CC1)CC=1C=CC(=NC1)C)CCC=1SC=C(C1)C (S)-5-((3-(ethoxymethyl)-3-(2-(4-methylthiophen-2-yl)ethyl)pyrrolidin-1-yl)methyl)-2-methylpyridine